[Cl-].C(CCCCCCCCCCCCCCCCC)C(CC(O[SiH3])(C)C)[N+](C)(C)C octadecyl-dimethyl-trimethyl-siloxypropyl-ammonium chloride